ethyl N-[2-[[4-(3-bromo-4-nitro-phenoxy)-3,5-dichlorophenyl]hydrazono]-2-cyano-acetyl]carbamate BrC=1C=C(OC2=C(C=C(C=C2Cl)NN=C(C(=O)NC(OCC)=O)C#N)Cl)C=CC1[N+](=O)[O-]